(4-(7-(2-methyl-[1,1'-biphenyl]-3-yl)imidazo[1,2-a]pyridin-3-yl)benzyl)-L-proline CC1=C(C=CC=C1C1=CC=2N(C=C1)C(=CN2)C2=CC=C(CN1[C@@H](CCC1)C(=O)O)C=C2)C2=CC=CC=C2